The molecule is an O-methylglutarylcarnitine compound having 3-methylglutaryl as the acyl substituent. It has a role as a metabolite. It derives from a 3-methylglutaric acid. CC(CC(=O)O)CC(=O)OC(CC(=O)[O-])C[N+](C)(C)C